Ethyl (3R)-1-((4-((2,6-dimethylpiperidin-1-yl)sulfonyl)phenyl)sulfonyl)piperidine-3-carboxylate CC1N(C(CCC1)C)S(=O)(=O)C1=CC=C(C=C1)S(=O)(=O)N1C[C@@H](CCC1)C(=O)OCC